N-(2-(Benzoyloxy)ethyl)-N,N-dimethyloctadecane-1-aminium bromide [Br-].C(C1=CC=CC=C1)(=O)OCC[N+](CCCCCCCCCCCCCCCCCC)(C)C